2-chloro-6-[(1Z)-prop-1-en-1-yl]-N-(pyridin-4-ylmethyl)furo[3,2-d]pyrimidin-4-amin ClC=1N=C(C2=C(N1)C=C(O2)\C=C/C)NCC2=CC=NC=C2